Methyl (Z)-1-(4-amino-2-fluorobut-2-en-1-yl)-4-(3-(N-cyclopropylsulfamoyl)phenyl)-1H-benzo[d]imidazol-6-carboxylate Hydrochloride Cl.NC\C=C(\CN1C=NC2=C1C=C(C=C2C2=CC(=CC=C2)S(NC2CC2)(=O)=O)C(=O)OC)/F